tert-Butyl (2-(((3-(4-(ethoxymethyl)-4-ethylcyclohexyl)-6,7-dihydro-4H-pyrazolo-[5,1-c][1,4]oxazin-2-yl)methyl)(methyl)amino)ethyl)(methyl)carbamate C(C)OCC1(CCC(CC1)C=1C(=NN2C1COCC2)CN(CCN(C(OC(C)(C)C)=O)C)C)CC